trithiirane S1SS1